5-chloro-N-((1r,4r)-4-((3-(6-(difluoromethoxy)pyridin-3-yl)-2-oxo-2,3-dihydro-1H-benzo[d]imidazol-1-yl)methyl)cyclohexyl)-2-methylnicotinamide ClC=1C=NC(=C(C(=O)NC2CCC(CC2)CN2C(N(C3=C2C=CC=C3)C=3C=NC(=CC3)OC(F)F)=O)C1)C